(4-tert-butylphenyl)quinoxaline C(C)(C)(C)C1=CC=C(C=C1)C1=NC2=CC=CC=C2N=C1